ClC=1C=CC2=C(N=C(O2)C2CC3(CC(C3)NC(=O)C=3OC(=CC3)CSC3CC3)C2)C1 N-[6-(5-chloro-1,3-benzoxazol-2-yl)spiro[3.3]Heptane-2-yl]-5-(cyclopropylsulfanylmethyl)furan-2-carboxamide